(6,7-dichloro-9-(pyridin-3-yl)-1,3,4,5-tetrahydro-2H-pyrido[4,3-b]indol-2-yl)(5-methoxypyrimidin-2-yl)methanone ClC1=C(C=C(C=2C3=C(NC12)CCN(C3)C(=O)C3=NC=C(C=N3)OC)C=3C=NC=CC3)Cl